O=C1N(CCCC1)C1CCN(CC1)C1CCNCC1 2-oxo-[1,4':1',4''-terpiperidin]